behenyl-dimethyl-ethyl-ammonium chloride [Cl-].C(CCCCCCCCCCCCCCCCCCCCC)[N+](CC)(C)C